CC1=C(C2=C(C(=N1)NC)CN(C2)C(CC2CN(C2)C=2C=NC=NC2)=O)C 1-[6,7-Dimethyl-4-(methylamino)-1,3-dihydro-2H-pyrrolo[3,4-c]pyridin-2-yl]-2-[1-(pyrimidin-5-yl)azetidin-3-yl]ethanon